FC1(CCN(CC1)C(=O)C1C(C1)C=1C=C(C2=C(C=C(O2)CNC(OC(C)(C)C)=O)C1)C(F)(F)F)F tert-Butyl (5-(2-(4,4-difluoropiperidine-1-carbonyl)cyclopropyl)-7-(trifluoromethyl)-benzofuran-2-yl)methylcarbamate